C1(CCCC1)C=1C=NC(=NC1)NC(C1=C(C=CC(=C1)[N+](=O)[O-])SC=1SC=CN1)=O N-(5-cyclopentylpyrimidin-2-yl)-5-nitro-2-(1,3-thiazol-2-ylsulfanyl)benzamide